3-[bromo(difluoro)methyl]-6-[6-[2-methyl-1-(trifluoromethyl)propoxy]-3-pyridyl]-[1,2,4]triazolo[4,3-a]pyrazine BrC(C1=NN=C2N1C=C(N=C2)C=2C=NC(=CC2)OC(C(C)C)C(F)(F)F)(F)F